[Zr].[Mg].[Ca].[Pr].[Ho] holmium praseodymium calcium magnesium zirconium